ClC(=CC1C(C1C(=O)[O-])(C)C)Cl 3-(2,2-dichlorovinyl)-2,2-dimethylcyclopropane-1-carboxylate